COC(=O)C=1C(=CC2=C(N(C([C@H](CS2)N)=O)CC2=CC=C(C=C2)Cl)C1)F (3R)-3-amino-5-[(4-chlorophenyl)methyl]-8-fluoro-4-oxo-2,3-dihydro-1,5-benzothiazepine-7-Carboxylic acid methyl ester